(4R)-3-t-butoxycarbonyl-2,2-dimethyloxazoline-4-carbaldehyde C(C)(C)(C)OC(=O)N1C(OC=C1C=O)(C)C